C1(CC1)CN1N=NC(=C1)CC1=CC(=NN1C1=C(C=C(C=C1)F)[C@@H](C)O)C(F)(F)F (1R)-1-[2-(5-{[1-(cyclopropylmethyl)-1H-1,2,3-triazol-4-yl]methyl}-3-(trifluoromethyl)-1H-pyrazol-1-yl)-5-fluorophenyl]ethan-1-ol